N1SCSC1=S 2,4-dithiazole-5-thione